(1R,2S)-2-(3-{[6-(3-hydroxyazetidin-1-yl)-5-methoxy-2-methylpyrimidin-4-yl]amino}-1H-indazol-6-yl)-5'-methoxy-1'H-spiro[cyclopropan-1,3'-indol]-2'-one OC1CN(C1)C1=C(C(=NC(=N1)C)NC1=NNC2=CC(=CC=C12)[C@@H]1C[C@@]12C(NC1=CC=C(C=C21)OC)=O)OC